C(C=C)(=O)O.CNS(=O)(=O)C(C(C(C(C(C(F)(F)F)(F)F)(F)F)(F)F)(F)F)(F)F N-methyl-perfluorohexyl-sulfonamide acrylate